C12C3CC4C2C4C31 Tetracyclo[3.2.0.0(2,7).0(4,6)]heptane